3-(2-(2-(2-((2-(2,6-dioxopiperidin-3-yl)-1,3-dioxoisoindolin-4-yl)amino)ethoxy)ethoxy)ethoxy)-N-methylpropanamide O=C1NC(CCC1N1C(C2=CC=CC(=C2C1=O)NCCOCCOCCOCCC(=O)NC)=O)=O